OC1=C(C(/C=C/C2=CC=CC=C2)=O)C(=CC(=C1)C)C 2'-Hydroxy-4',6'-dimethylchalcone